C1(CC1)N1C=C(C2=C1N=CN=C2N)B2OC(C(O2)(C)C)(C)C 7-cyclopropyl-5-(4,4,5,5-tetramethyl-1,3,2-dioxaborolan-2-yl)-7H-pyrrolo[2,3-d]pyrimidin-4-amine